2-((tert-butyldimethylsilyl)oxy)-1-(3,5-difluorophenyl)ethan-1-ol [Si](C)(C)(C(C)(C)C)OCC(O)C1=CC(=CC(=C1)F)F